(d)-6,6'-(ethane-1,2-diylbis(5-carbamoyl-4-methoxy-1H-benzo[d]imidazole-1,2-diyl))bis(3-chlorobenzoic acid) C(CN1C(=NC2=C1C=CC(=C2OC)C(N)=O)C2=CC=C(C=C2C(=O)O)Cl)N2C(=NC1=C2C=CC(=C1OC)C(N)=O)C1=CC=C(C=C1C(=O)O)Cl